CC(CC(=O)OCC(CO)(CC)CCCC)(C=C)C 2-butyl-2-ethyl-1,3-propanediol 3,3-dimethyl-4-pentenoate